NC1(C)CC(=CC=C1)N M-diaminotoluene